(2,6-Dichloropyridin-4-yl)methyl (3-methoxypropyl)glycinate hydrochloride Cl.COCCCNCC(=O)OCC1=CC(=NC(=C1)Cl)Cl